4-((1S,4S)-5-(4-(2-(2-aminopyridin-3-yl)-5-phenyl-3H-imidazo[4,5-b]pyridin-3-yl)benzyl)-2,5-diazabicyclo[2.2.1]heptan-2-yl)pyrimidine-2-carbonitrile NC1=NC=CC=C1C1=NC=2C(=NC(=CC2)C2=CC=CC=C2)N1C1=CC=C(CN2[C@@H]3CN([C@H](C2)C3)C3=NC(=NC=C3)C#N)C=C1